C(C)(C)(C)OC(=O)N1CC(NC(C1)=O)C(NCCC=C)=O 3-(but-3-en-1-ylcarbamoyl)-5-oxopiperazine-1-carboxylic acid tert-butyl ester